4,7,8-Trihydroxy-3-[(4-hydroxyphenyl)(4,7,8-trihydroxy-2-oxochromen-3-yl)methyl]-2H-chromen-2-one OC1=C(C(OC2=C(C(=CC=C12)O)O)=O)C(C=1C(OC2=C(C(=CC=C2C1O)O)O)=O)C1=CC=C(C=C1)O